2-(octyldisulfaneyl)ethyl acrylate C(C=C)(=O)OCCSSCCCCCCCC